tri(tert-butyl)phosphine oxide C(C)(C)(C)P(C(C)(C)C)(C(C)(C)C)=O